1-(2-tetrahydropyranyl)-1H-pyrazolo[3,4-b]pyridine-4-formaldehyde O1C(CCCC1)N1N=CC2=C1N=CC=C2C=O